(Z)-3-methoxy-N-methyl-N-styryl-benzamide COC=1C=C(C(=O)N(\C=C/C2=CC=CC=C2)C)C=CC1